C(C)(C)(C1=CC=CC=C1)OOC1=C(C(=CC=C1)C(C)C)C(C)C Diisopropylphenyl cumyl peroxide